tert-butyl 4-((4-((4-([1,2,4]triazolo[1,5-a]pyridin-7-yloxy)-3-chlorophenyl)amino)-7-methoxyquinazolin-6-yl)amino)piperidine-1-carboxylate N=1C=NN2C1C=C(C=C2)OC2=C(C=C(C=C2)NC2=NC=NC1=CC(=C(C=C21)NC2CCN(CC2)C(=O)OC(C)(C)C)OC)Cl